FC1=CC=C(C=C1)C1=NC=2C(=NC(=CC2)N2CCNCC2)N1C1=CC=NC=C1 2-(4-fluorophenyl)-5-piperazin-1-yl-3-(4-pyridinyl)imidazo[4,5-b]pyridine